The molecule is a monocarboxylic acid that is but-2-enoic acid in which one of the hydrogens at position 4 is substituted by a [(E)-(5-oxo-2-phenyl-1,3-oxazol-4(5H)-ylidene)methyl]amino moiety. It is a member of 1,3-oxazoles, a monocarboxylic acid and an enamine. C1=CC=C(C=C1)C2=NC(=C(O2)O)C=NC/C=C/C(=O)O